9H-fluoren-9-onyl-dibenzothiophene 5,5-dioxide C1(=CC=CC=2C3=CC=CC=C3C(C12)=O)C1=CC=CC=2S(C3=C(C21)C=CC=C3)(=O)=O